FC(C(C(C(F)(F)F)(F)F)(F)F)(F)S perfluorobutyl mercaptan